O1CCOC(=C1)B1OC(C(O1)(C)C)(C)C 2-(2,3-dihydro-1,4-dioxin-5-yl)-4,4,5,5-tetramethyl-1,3,2-dioxaborolane